FC1=C(C=C(C=C1NS(=O)(=O)N1CCCC1)F)C=1C(=NN(C1)C1=CC=C(C=C1)N1CCN(CC1)C(=O)OC(C)(C)C)C1=CC=NC=C1 tert-butyl 4-[4-(4-{2,5-difluoro-3-[(pyrrolidine-1-sulfonyl)amino]phenyl}-3-(pyridin-4-yl)pyrazol-1-yl)phenyl]piperazine-1-carboxylate